methyl-ammonium lead tri-iodide [Pb+](I)(I)I.C[NH3+]